5-[4-(6-bromo-2-hydroxybenzoylamino)phenyl]-1H-naphtho[1,2-b][1,4]diazepine-2,4(3H,5H)-dione BrC1=CC=CC(=C1C(=O)NC1=CC=C(C=C1)N1C2=C(NC(CC1=O)=O)C1=CC=CC=C1C=C2)O